(3R)-1-tert-butyl 3-(1-ethoxy-3-(4-(ethoxycarbonyl) phenyl)-1,3-dioxopropan-2-yl) piperidine-1,3-dicarboxylate N1(C[C@@H](CCC1)C(=O)OC(C(=O)OCC)C(=O)C1=CC=C(C=C1)C(=O)OCC)C(=O)OC(C)(C)C